4-(1-benzhydryl-3-methylazetidin-3-yl)morpholine C(C1=CC=CC=C1)(C1=CC=CC=C1)N1CC(C1)(C)N1CCOCC1